(S)-5-oxo-tetrahydrofuran-2-carboxylic acid tert-butyl ester C(C)(C)(C)OC(=O)[C@H]1OC(CC1)=O